FC1=CC=C(C=C1)C(C)N1N=CC(=C1)C1=CC(=CN=N1)C1=CC=2N(C=C1)N=C(N2)N 7-(6-(1-(1-(4-fluorophenyl)ethyl)-1H-pyrazol-4-yl)pyridazin-4-yl)-[1,2,4]triazolo[1,5-a]pyridin-2-amine